Cl.N[C@H](C(=O)NC)[C@H](CC)C (2S,3S)-2-amino-N,3-dimethylpentanamide hydrochloride